FC(C1=CC2=C(SC(=C2)C(N[C@H]2CCC[C@@H]3N(C2=O)[C@@H](CC3)C(=O)N3CC(C3)(C=3C=NC=NC3)OC)=O)C=C1)(F)P(O)(O)=O (difluoro(2-(((3S,6S,9aS)-3-(3-methoxy-3-(pyrimidin-5-yl)azetidine-1-carbonyl)-5-oxooctahydro-1H-pyrrolo[1,2-a]azepin-6-yl)carbamoyl)benzo[b]thiophen-5-yl)methyl)phosphonic acid